ClC1=CC2=C(N=C(O2)OC2=CC=C(O[C@@H](C(=O)O)C)C=C2)C=C1 |r| (RS)-4-(6-chlorobenzoxazolyloxy)-phenoxypropionic acid